OC1=C(C=CC2=CC=CC=C12)C(=O)NN=C(CC)C 1-hydroxy-N'-(1-methylpropylidene)-2-naphthoic acid hydrazide